(4-Ethyl-1,3-dioxolan-2-yl)-7-oxabicyclo[4.1.0]heptane C(C)C1OC(OC1)C12CCCCC2O1